4-(2-Oxa-8-azaspiro[4.5]decan-8-yl)pyrrolo[1,2-a]quinoxaline-7-carboxylic acid C1OCCC12CCN(CC2)C=2C=1N(C3=CC=C(C=C3N2)C(=O)O)C=CC1